tert-butyl 2-[3-(5-carbamoyl-2-chloro-3-nitro-phenoxy)propyl]-5-oxa-2,8-diazaspiro[3.5]nonane-8-carboxylate C(N)(=O)C=1C=C(C(=C(OCCCN2CC3(C2)OCCN(C3)C(=O)OC(C)(C)C)C1)Cl)[N+](=O)[O-]